FC1=CC=C2C(=CNC2=C1F)I 6,7-difluoro-3-iodo-1H-indole